C(C=C)(=O)N1CC2=CC=CC=C2C(C1)N1C(N(C2=NC(=NC=C2C1)NC1=CC=C(C=C1)N1CCN(CC1)C)C)=O 3-(2-propenoyl-1,2,3,4-tetrahydroisoquinolin-4-yl)-1-methyl-7-((4-(4-methylpiperazin-1-yl)phenyl)amino)-3,4-dihydropyrimido[4,5-d]pyrimidin-2(1H)-one